C(C=C)C1C(=O)OC1C α-allyl-β-butyrolactone